lithium 5-(4-(tert-Butoxycarbonyl) piperazin-1-yl)-4-fluoropyridinecarboxylate C(C)(C)(C)OC(=O)N1CCN(CC1)C=1C(=CC(=NC1)C(=O)[O-])F.[Li+]